1,2-bis((di-tert-butylphosphino)methyl)benzene [1-[4-[[(3S)-1-acetylpyrrolidin-3-yl]amino]-5-oxido-6,7-dihydro-thieno[3,2-d]pyrimidin-5-ium-2-yl]azetidin-3-yl]thiazole-4-carboxylate C(C)(=O)N1C[C@H](CC1)NC=1C2=C(N=C(N1)N1CC(C1)OC(=O)C=1N=CSC1)CC[S+]2[O-].C(C)(C)(C)P(C(C)(C)C)CC2=C(C=CC=C2)CP(C(C)(C)C)C(C)(C)C